methyl (tert-butoxycarbonyl)-L-serinate C(C)(C)(C)OC(=O)N[C@@H](CO)C(=O)OC